OC=1C=C2CC[C@@H]([C@@H](C2=CC1)C1=CC=C(C=C1)N1CCC(CC1)CN1CCN(CC1)C=1C(=C2CN(C(C2=CC1)=O)C1C(NC(CC1)=O)=O)OCCOC)C1=CC=CC=C1 3-[5-[4-[[1-[4-[(1R,2S)-6-hydroxy-2-phenyl-tetralin-1-yl]phenyl]-4-piperidyl]methyl]piperazin-1-yl]-4-(2-methoxyethoxy)-1-oxo-isoindolin-2-yl]piperidine-2,6-dione